O=C1C=CNC1 4-Oxo-4,5-dihydropyrrol